S(=O)(=O)(O)C1=CC=C(C)C=C1.ONC(C1=CC=C(C=C1)OCCNC(=O)C=1OC2=C(C1CN(C)C)C=CC=C2)=O N-hydroxy-4-{2-[3-(N,N-dimethylaminomethyl)benzofuran-2-ylcarbonylamino]ethoxy}benzamide tosylate